O=C(CC1CC(NC1)C(=O)O)NC=1C=C2C=CC=NC2=CC1 4-(2-oxo-2-(quinolin-6-ylamino)ethyl)pyrrolidine-2-carboxylic acid